(R)-N-(3-methylbutan-2-yl)-2-(3-nitrophenoxy)acetamide CC([C@@H](C)NC(COC1=CC(=CC=C1)[N+](=O)[O-])=O)C